tert-butyl 3-amino-8-azaspiro[4.5]decane-8-carboxylate NC1CCC2(C1)CCN(CC2)C(=O)OC(C)(C)C